BrC(C(=O)OCC)CCC ethyl bromovalerate